(S)-6-(2-((tert-butyldimethylsilyl)oxy)ethoxy)-7-(4-fluorobenzyl)-2-methyl-2,3-dihydro-1H-pyrido[2,3-b][1,4]oxazine [Si](C)(C)(C(C)(C)C)OCCOC=1C(=CC2=C(OC[C@@H](N2)C)N1)CC1=CC=C(C=C1)F